C(=O)O.FC(OC1=C(C=CC(=C1)C(F)(F)F)C=1C=2N(C(=NN1)N[C@H]1CN(CCC1)CCOC(F)F)C=CC2)F 1-[2-(difluoromethoxy)-4-(trifluoromethyl)phenyl]-N-[(3R)-1-[2-(difluoromethoxy)ethyl]-3-piperidyl]pyrrolo[1,2-d][1,2,4]triazin-4-amine formic acid salt